2-(2-(2-((4-(isoquinolin-8-yl)-3-(4-(isoquinolin-8-yl)phenethoxy)benzyl)oxy)ethoxy)ethoxy)ethan-1-amine C1=NC=CC2=CC=CC(=C12)C1=C(C=C(COCCOCCOCCN)C=C1)OCCC1=CC=C(C=C1)C=1C=CC=C2C=CN=CC12